tert-butyl 7-(1-(3-aminopropyl)-3,5-dimethyl-1H-pyrazol-4-yl)-3-(3-(4-chloro-3,5-dimethylphenoxy)propyl)-1-(2-morpholinoethyl)-1H-indole-2-carboxylate NCCCN1N=C(C(=C1C)C=1C=CC=C2C(=C(N(C12)CCN1CCOCC1)C(=O)OC(C)(C)C)CCCOC1=CC(=C(C(=C1)C)Cl)C)C